OC1=C2C(CC(OC2=C(C(=C1)OC)OC)C1=CC=CC=C1)=O 5-hydroxy-7,8-dimethoxyflavanone